O1[SiH2]O[SiH2]O[SiH2]O[SiH2]O[SiH2]O[SiH2]1 Cyclohexasilox-ane